1-(7-cyclohexylpyrazolo[1,5-a]pyrimidin-6-yl)-3-[6-[5-[4-[4-[2-(2,6-dioxo-3-piperidyl)-1-oxo-isoindolin-5-yl]piperazin-1-yl]butyl]-1,2,4-oxadiazol-3-yl]-5-methyl-3-pyridyl]urea C1(CCCCC1)C1=C(C=NC=2N1N=CC2)NC(=O)NC=2C=NC(=C(C2)C)C2=NOC(=N2)CCCCN2CCN(CC2)C=2C=C1CN(C(C1=CC2)=O)C2C(NC(CC2)=O)=O